(4aR,8aS)-6-[7-[[2-(trifluoromethyl)imidazo[1,2-a]pyrazin-6-yl]methyl]-2-azaspiro[3.5]nonane-2-carbonyl]-4,4a,5,7,8,8a-hexahydropyrido[4,3-b][1,4]oxazin-3-one FC(C=1N=C2N(C=C(N=C2)CC2CCC3(CN(C3)C(=O)N3C[C@@H]4[C@@H](OCC(N4)=O)CC3)CC2)C1)(F)F